C[C@]12CC[C@@H]([C@@]([C@@H]1CC[C@@]3([C@@H]2CC=C4[C@]3(CC[C@@]5([C@H]4CC(CC5)(C)C)C(=O)O[C@H]6[C@@H]([C@H]([C@@H]([C@H](O6)CO[C@H]7[C@@H]([C@H]([C@@H]([C@H](O7)CO)O)O)O[C@H]8[C@@H]([C@H]([C@@H]([C@H](O8)CO)O)O)O)O)O[C@H]9[C@@H]([C@H]([C@@H]([C@H](O9)CO)O)O)O)O)C)C)(C)C(=O)O)O[C@H]1[C@@H]([C@H]([C@H](CO1)O)O)O The molecule is a pentacyclic triterpenoid saponin isolated from the aerial parts of Dianthus versicolor. It has been shown to exhibit cytotoxic activity against a panel of cancer cell lines. It has a role as an antineoplastic agent and a plant metabolite. It is a carboxylic ester, a pentacyclic triterpenoid, a monocarboxylic acid and a triterpenoid saponin. It derives from a gypsogenic acid. It derives from a hydride of an oleanane.